(R)-N-(7-(1-(1-acryloylpiperidin-3-yl)-4-amino-1H-pyrazolo[3,4-d]pyrimidin-3-yl)benzo[d][1,3]dioxol-4-yl)-3-chlorobenzo[b]thiophene-2-carboxamide C(C=C)(=O)N1C[C@@H](CCC1)N1N=C(C=2C1=NC=NC2N)C2=CC=C(C1=C2OCO1)NC(=O)C1=C(C2=C(S1)C=CC=C2)Cl